FC(C(=O)CF)(F)F 1,1,1,3-Tetrafluoroaceton